(1s,3s)-3-(5-cyanobenzo[d]thiazol-4-yl)cyclobutyl 1H-imidazole-1-carboxylate N1(C=NC=C1)C(=O)OC1CC(C1)C1=C(C=CC2=C1N=CS2)C#N